5,7-dichloro-3-methyl-pyrazolo[1,5-a]Pyrimidine ClC1=NC=2N(C(=C1)Cl)N=CC2C